C(CC(=O)[O-])(=O)[O-].[NH4+].[NH4+] Ammonium malonat